4-chloro-6-methyl-7-((2-(trimethylsilyl)ethoxy)methyl)-7H-pyrrolo[2,3-d]pyrimidine ClC=1C2=C(N=CN1)N(C(=C2)C)COCC[Si](C)(C)C